1-amino-5-[(tert-butyldimethylsilyl)oxy]pent-3-yn-2-ol NCC(C#CCO[Si](C)(C)C(C)(C)C)O